O1CCOC12CCC(CC2)C(=O)O 1,4-dioxaspiro[4.5]decane-8-carboxylic acid